Butyl (R)-3-formylpyrrolidine-1-carboxylate C(=O)[C@H]1CN(CC1)C(=O)OCCCC